C(C)OC(O)=NO 2-(ethoxycarboxylic acid) oxime